N1(N=CC=C1)CCCOC1=NC=NC2=CC=CC=C12 4-(3-(1H-pyrazol-1-yl)propoxy)quinazoline